NC1=CC=C(C=C1)S(=O)(=O)NC(CC1=CC(=CC=C1)C#N)C=1SC2=C(N1)C=CC(=C2)OC 4-amino-N-[2-(3-cyanophenyl)-1-(6-methoxy-1,3-benzothiazol-2-yl)ethyl]benzenesulfonamide